pyridyl disulfide ethylmethacrylate C(C)OC(C(=C)C)=O.N1=C(C=CC=C1)SSC1=NC=CC=C1